[U].[Si].[Pb] plumbum-silicon uranium